C(C)N(C1CCOCC1)C=1C=C(C=C(C1C)[N+](=O)[O-])C1=CC=C(C=C1)CN1CCOCC1 N-ethyl-N-(4-methyl-4'-(morpholinomethyl)-5-nitro-[1,1'-biphenyl]-3-yl)tetrahydro-2H-pyran-4-amine